NC1=NN(C(=C1C#N)C1=CC(=C(C=C1)F)F)C1=NC=CC=C1 3-Amino-5-(3,4-difluorophenyl)-1-(pyridin-2-yl)-1H-pyrazol-4-carbonitril